1-{2-[(3S)-3,4-dimethylpiperazin-1-yl]-5-methoxypyrimidin-4-yl}-N-(2-{imidazo[1,2-a]pyridin-3-yl}propan-2-yl)azetidine-3-carboxamide C[C@H]1CN(CCN1C)C1=NC=C(C(=N1)N1CC(C1)C(=O)NC(C)(C)C1=CN=C2N1C=CC=C2)OC